7-(4,4-difluoropiperidin-1-yl)-N-((1-(2,6-dioxopiperidin-3-yl)-3-methyl-2-oxo-2,3-dihydro-1H-benzo[d]imidazol-4-yl)methyl)heptylamide FC1(CCN(CC1)CCCCCCC[N-]CC1=CC=CC=2N(C(N(C21)C)=O)C2C(NC(CC2)=O)=O)F